tert-butyl (S)-4-(7-chloro-6-fluoro-1-(2-isopropyl-6-methyl-4-(methylthio) pyridin-3-yl)-2-oxo-1,2-dihydropyrido[2,3-d]pyrimidin-4-yl)-3-methylpiperazine-1-carboxylate ClC=1C(=CC2=C(N(C(N=C2N2[C@H](CN(CC2)C(=O)OC(C)(C)C)C)=O)C=2C(=NC(=CC2SC)C)C(C)C)N1)F